C[NH+](CCCCCCCCCCCCCC)C N,N-dimethyl-N-tetradecylammonium